COC1=CC=C(C=C1)N1N=C(C2=C1CCC2)C(=O)O 1-(4-methoxyphenyl)-1,4,5,6-tetrahydrocyclopenta[c]pyrazole-3-carboxylic acid